3-(menthoxy)propane-1,2-diol C1(CC(C(CC1)C(C)C)OCC(CO)O)C